BrC=1C=C2C3C=CC(C2=CC1)O3 6-bromo-1,4-dihydro-1,4-epoxynaphthalene